O=C1NC2=CC=C(C=C2C=C1C1=CC=C(C#N)C=C1)C1=CC=C(C=C1)N1CCN(CC1)C(C)C 4-(2-oxo-6-{4-[4-(propan-2-yl)piperazin-1-yl]phenyl}-1,2-dihydro-quinolin-3-yl)benzonitrile